5-iodo-7-(3-methoxypropoxy)-2,2-dimethyl-2,3-dihydrobenzofuran IC=1C=C(C2=C(CC(O2)(C)C)C1)OCCCOC